Methyl 2-((4-methoxyphenyl)thio)cyclopentane-1-carboxylate COC1=CC=C(C=C1)SC1C(CCC1)C(=O)OC